tris(propen-2-ylsulfanyl)bismuthane C=C(C)S[Bi](SC(=C)C)SC(=C)C